C(C=C)(=O)N1[C@H](CN(CC1)C=1C2=C(N=C(N1)OC[C@H]1N(CCC1)C)C(=C(N=C2)C2=CC=CC=1CCCCC21)F)CC#N 2-((S)-1-propenoyl-4-(8-fluoro-2-(((S)-1-methylpyrrolidin-2-yl)methoxy)-7-(5,6,7,8-tetrahydronaphthalen-1-yl)pyrido[4,3-d]pyrimidin-4-yl)piperazin-2-yl)acetonitrile